ClC1=CC=C(C=C1)C1=CC(=CC=C1)B(O)O (4'-chloro-[1,1'-biphenyl]-3-yl)boronic acid